N1(CCCCCC=NCCC1)C1CCCCCCCCCC1 1,8-diazabicycloundeca-7-ene